Cl.OC(C)(C)C1=C(C=CC=C1)C(C)OC=1C=2N(C=C(C1)C=1N=NN(C1C)C1CCNCC1)N=CC2C#N 4-[1-[2-(1-Hydroxy-1-methyl-ethyl)phenyl]ethoxy]-6-[5-methyl-1-(4-piperidyl)triazol-4-yl]pyrazolo[1,5-a]pyridine-3-carbonitrile HCl